N1=C2C(=CC=C1)C1=C(S2)C=CC=C1 benzothieno[2,3-b]pyridine